(2R,8aS)-2-(2,3-dichloro-6-methoxyphenyl)-5-oxo-hexahydro-1H-indolizine-7-carboxamide ClC1=C(C(=CC=C1Cl)OC)[C@H]1C[C@H]2CC(CC(N2C1)=O)C(=O)N